S1C=NC(=C1)C(=O)OC1CN(C1)C=1N=C(C2=C(N1)CC[S+]2[O-])N(C2CCOCC2)CCC [1-[4-[Propyl(tetrahydropyran-4-yl)amino]-5-oxido-6,7-dihydrothieno[3,2-d]pyrimidin-5-ium-2-yl]azetidin-3-yl] thiazole-4-carboxylate